1-(3-Fluorophenyl)-3-(4-(3-(pyrrolidin-1-yl)quinoxaline-6-carbonyl)phenyl)urea FC=1C=C(C=CC1)NC(=O)NC1=CC=C(C=C1)C(=O)C=1C=C2N=C(C=NC2=CC1)N1CCCC1